ClC1=C(C(=O)NC2=NN=NN2C)C=CC(=C1SC)C(F)(F)F 2-chloro-N-(1-methyl-1H-tetrazole-5-yl)-3-(methylthio)-4-(trifluoromethyl)benzamide